C(C)C1N=C(SC1)C1=C(C=CC=C1)NC(C1=C(C=CC=C1)C(F)(F)F)=O N-(2-(4-ethyl-4,5-dihydrothiazol-2-yl)phenyl)-2-(trifluoromethyl)benzamide